1-(3-((4-(4-bromo-3-(trifluoromethyl)phenyl)-2-methylpiperazin-1-yl)methyl)-4-(trifluoromethyl)phenyl)-N1,N2,N2-trimethylethane-1,2-diamine BrC1=C(C=C(C=C1)N1CC(N(CC1)CC=1C=C(C=CC1C(F)(F)F)C(CN(C)C)NC)C)C(F)(F)F